(S)-quinuclidin-3-yl ((R)-5-(3-ethylphenyl)-2,2-dimethyl-2,3-dihydro-1H-inden-1-yl)carbamate C(C)C=1C=C(C=CC1)C=1C=C2CC([C@H](C2=CC1)NC(O[C@@H]1CN2CCC1CC2)=O)(C)C